C(C)(C)(C)C(=C)C=C 2-tert-butyl-butadiene